(Z)-4-((5-(bis(2-methoxyethyl)amino)thiophen-2-yl)methylene)-3-(trifluoromethyl)isoxazol-5(4H)-one COCCN(C1=CC=C(S1)\C=C/1\C(=NOC1=O)C(F)(F)F)CCOC